ClC=1C(=C(C(=CC1)OC)C1=CC(=NC=C1C(=O)NC=1SC=2N=C(N=CC2N1)O[C@H](CO)C)C)F 4-(3-chloro-2-fluoro-6-methoxyphenyl)-N-(5-(((S)-1-hydroxypropan-2-yl)oxy)thiazolo[5,4-d]pyrimidin-2-yl)-6-methylnicotinamide